cyclohexanecarboxylic acid ((2S,3R,4R)-4-(3,4-dimethoxybenzyl)-2-phenyltetrahydro-furan-3-yl)methyl ester COC=1C=C(C[C@@H]2[C@@H]([C@H](OC2)C2=CC=CC=C2)COC(=O)C2CCCCC2)C=CC1OC